N-(4-allyltetrahydropyran-4-yl)-6-[5-[(1R)-1-benzyloxy-1-(trifluoromethyl)pent-4-enyl]-1,3,4-oxadiazol-2-yl]-5-nitro-3-(trifluoromethyl)pyridin-2-amine C(C=C)C1(CCOCC1)NC1=NC(=C(C=C1C(F)(F)F)[N+](=O)[O-])C=1OC(=NN1)[C@](CCC=C)(C(F)(F)F)OCC1=CC=CC=C1